BrC=1C=CC=C2NC(C(NC12)=O)C1CC1 8-bromo-3-cyclopropyl-3,4-dihydroquinoxalin-2(1H)-one